3-(4-(ethylsulfonamido)phenyl)-5-((2-methylpyridin-4-yl)amino)-1H-pyrazole-4-carboxamide C(C)S(=O)(=O)NC1=CC=C(C=C1)C1=NNC(=C1C(=O)N)NC1=CC(=NC=C1)C